Methyl-(3-(7-(2-octylcyclopropyl)heptyl)dodecylamino)ethane-1-thiol CC(C)(S)NCCC(CCCCCCCCC)CCCCCCCC1C(C1)CCCCCCCC